N\C(\[C@H]1[C@@H](C1)F)=N\OC(/C=C/C(=O)OCC)=O (E)-ethyl 4-(((E)-(amino((1S,2R)-2-fluorocyclopropyl)methylene)amino)oxy)-4-oxobut-2-enoate